rac-5-((1s,2r)-2-(ethoxycarbonyl) cyclopropyl)-4,4-difluoropentylbenzoate C(C)OC(=O)[C@H]1[C@@H](C1)CC(CCCOC(C1=CC=CC=C1)=O)(F)F |r|